NN1C=NN=C1 1-amino-1,3,4-triazole